CN(C)CC1=CC=C(C=C1)C=1N=CC2=C(N1)N1C(=C(C2=O)C(=O)O)SC2=C1C=CC=C2 2-(4-((dimethylamino)methyl)phenyl)-5-oxo-5H-benzo[4',5']thiazolo-[3',2':1,6]pyrido[2,3-d]pyrimidine-6-carboxylic acid